N-(3-((4-(4-fluoro-2-methyl-1H-indol-5-yloxy)-6-methoxyquinolin-7-yloxy)methyl)cyclobutyl)-2,3-dimethylaniline FC1=C2C=C(NC2=CC=C1OC1=CC=NC2=CC(=C(C=C12)OC)OCC1CC(C1)NC1=C(C(=CC=C1)C)C)C